Lead ethylhexanoate C(C)OC(CCCCC)=O.[Pb]